CC1=C(C=C(C(=C1)SC1=CC(=CC=C1)OCC(F)(F)F)C)C(N(C)CC)=N (2,5-Dimethyl-4-{[3-(2,2,2-trifluoroethoxy)phenyl]sulfanyl}phenyl)-N-ethyl-N-methylimidoformamide